FC([C@H](C1=CC=C(C=C1)F)N1N=CC(=C1)I)(C)F (S)-1-(2,2-difluoro-1-(4-fluorophenyl)propyl)-4-iodo-1H-pyrazole